CC(=C(C=O)C)CCCC Dimethyl-Heptenal